6-oxo-1,6-dihydropyridazine-3-carboxamide O=C1C=CC(=NN1)C(=O)N